N-methyl-4-(4-((8-methyl-6-oxo-7-(trifluoromethyl)-5,6-dihydro-1,5-naphthyridin-3-yl)methyl)piperazin-1-yl)benzenesulfonamide CNS(=O)(=O)C1=CC=C(C=C1)N1CCN(CC1)CC=1C=NC=2C(=C(C(NC2C1)=O)C(F)(F)F)C